CC1=CC=C(C(=O)N/N=C(\C)/C2=CC=CC=C2)C=C1 (E)-4-methyl-N'-(1-phenylethylidene)benzohydrazide